FC(S(=O)(=O)[O-])(F)F.C1=CCCC=CCC1.C1=CCCC=CCC1.[Rh+3].FC(S(=O)(=O)[O-])(F)F.FC(S(=O)(=O)[O-])(F)F rhodium bis(1,5-cyclooctadiene) trifluoromethanesulfonate